1-((methylsulfonyl)methyl)-1H-pyrazol CS(=O)(=O)CN1N=CC=C1